(1-(5-(methoxy-2-methyl-4-nitrophenyl)piperidin-4-yl)methyl)piperazine COC=1C(=C(C=CC1[N+](=O)[O-])C1C(CCNC1)CN1CCNCC1)C